Cl.Cl.O1CCC(=CC1)C=1C=C2C(=NC1C)NC(N2C2CCNCC2)=O 6-(3,6-dihydro-2H-pyran-4-yl)-5-methyl-1-(4-piperidyl)-3H-imidazo[4,5-b]pyridin-2-one, dihydrochloride